4-(4-chloro-2-pyridyl)morpholine 3-(tert-butoxy)-3-oxopropyl-2-((3-octyl-1,2,4-oxadiazol-5-yl)methyl)acrylate C(C)(C)(C)OC(CCOC(C(=C)CC1=NC(=NO1)CCCCCCCC)=O)=O.ClC1=CC(=NC=C1)N1CCOCC1